FC1=C(C2=C(C(=C(C(=C2C(=C1F)F)F)F)F)F)[B-](C1=C(C(=C(C2=C(C(=C(C(=C12)F)F)F)F)F)F)F)(C1=C(C(=C(C2=C(C(=C(C(=C12)F)F)F)F)F)F)F)C1=C(C(=C(C2=C(C(=C(C(=C12)F)F)F)F)F)F)F.C(C)(C)(C)[NH+](C(C)(C)C)C(C)(C)C tri(t-butyl)ammonium tetrakis(perfluoronaphthyl)borate